bis-(4-chloro-3-sulfophenyl)sulfone ClC1=C(C=C(C=C1)S(=O)(=O)C1=CC(=C(C=C1)Cl)S(=O)(=O)O)S(=O)(=O)O